(2S,5R)-2,5-diethyl-4-(1-(p-tolyl)ethyl)piperazine-1-carboxylic acid tert-butyl ester C(C)(C)(C)OC(=O)N1[C@H](CN([C@@H](C1)CC)C(C)C1=CC=C(C=C1)C)CC